F[C@H]1CN(CC[C@H]1NC=1C=2N(C=CC1)C(=C(N2)C#CCNC2=C(C=C(C=C2)S(=O)(=O)C)OC)CC(F)(F)F)C (3S,4R)-3-fluoro-N-(2-{3-[(4-methanesulfonyl-2-methoxyphenyl)amino]prop-1-yn-1-yl}-3-(2,2,2-trifluoroethyl)imidazo[1,2-a]pyridin-8-yl)-1-methylpiperidin-4-amine